BrCCCCCOC=1C=NC(=C(C(=O)OCC)C1)C Ethyl 5-((5-bromopentyl)oxy)-2-methylnicotinate